(4aS,8aR)-6-[6-[[5-(trifluoromethylsulfonyl)-2-pyridyl]methyl]-2-azaspiro[3.3]heptane-2-carbonyl]-4,4a,5,7,8,8a-hexahydropyrido[4,3-b][1,4]oxazin-3-one FC(S(=O)(=O)C=1C=CC(=NC1)CC1CC2(CN(C2)C(=O)N2C[C@H]3[C@H](OCC(N3)=O)CC2)C1)(F)F